aluminium-oxide [O-2].[Al+3].[O-2].[O-2].[Al+3]